1-(4-((5-chloro-2-((1-ethyl-1H-pyrazol-4-yl)amino)-7H-pyrrolo[2,3-d]pyrimidin-4-yl)amino)-6-azaspiro[2.5]octan-6-yl)prop-2-en-1-one ClC1=CNC=2N=C(N=C(C21)NC2C1(CC1)CCN(C2)C(C=C)=O)NC=2C=NN(C2)CC